C(C)(C)[C@]1(N([C@@H](C[C@@H]1NS(N(C)C)(=O)=O)C)C(=O)OC(CC)(CC)CN)COC1CC2CC2(CC1)C1=NC=CC=N1 3-(aminomethyl)pentan-3-ol isopropyl-(2R,3S,5R)-3-((N,N-dimethylsulfamoyl)amino)-5-methyl-2-(((6-(pyrimidin-2-yl)bicyclo[4.1.0]heptan-3-yl)oxy)methyl)pyrrolidine-1-carboxylate